OC(CN(C=1C(=CC=CC1)C)CC(C)O)C N,N-bis(2-hydroxypropyl)toluidine